C(C)(C)C1=CC=C(C=C1)NC1=CC=CC2=C1OC1=C2C=CC=C1 N-(4-isopropylphenyl)dibenzo[B,d]furan-4-amine